2-(8-(tert-butoxycarbonyl)-2,8-diazaspiro[4.5]dec-2-yl)acetic acid C(C)(C)(C)OC(=O)N1CCC2(CCN(C2)CC(=O)O)CC1